4-[4-(tert-butoxycarbonyl)piperazin-1-yl]-2-{[2-(trimethylsilyl)ethoxy]Methyl}indazole-7-carboxylic acid C(C)(C)(C)OC(=O)N1CCN(CC1)C=1C2=CN(N=C2C(=CC1)C(=O)O)COCC[Si](C)(C)C